(5-(1,4-dimethylpiperidin-4-yl)-3-fluoro-2-methoxyphenyl)boronic acid CN1CCC(CC1)(C)C=1C=C(C(=C(C1)B(O)O)OC)F